(7R,8aS)-7-(2,3-dichloro-6-hydroxyphenyl)-4-oxo-hexahydropyrrolo[1,2-a]pyrazine-2-carboxamide ClC1=C(C(=CC=C1Cl)O)[C@H]1C[C@@H]2N(C(CN(C2)C(=O)N)=O)C1